C(#N)CC1CCC(CC1)N1C(=NC=2C1=C1C(=NC2)NC=C1)/N=N/C=1C=CC(=C(C(=O)N[C@H](CC(=O)OCC2=CC=CC=C2)C(=O)OCC2=CC=CC=C2)C1)O dibenzyl (5-((E)-(1-((1R,4R)-4-(cyanomethyl)cyclohexyl)-1,6-dihydroimidazo[4,5-d]pyrrolo[2,3-b]pyridin-2-yl)diazenyl)-2-hydroxybenzoyl)-D-aspartate